C1(CCCCCC1)[C@@H](C(=O)NC1=NC=C(C=C1)C1=C(C=NN1C)C)NC(=O)C1=NON=C1C (S)-N-(1-Cycloheptyl-2-((5-(1,4-dimethyl-1H-pyrazol-5-yl)pyridin-2-yl)amino)-2-oxoethyl)-4-methyl-1,2,5-oxadiazole-3-carboxamide